C(C(C)C)(=O)O[C@@H]1[C@](O[C@H](C1)N1C(N=C(C(=C1)F)N)=O)(COC(C(C)C)=O)CCl (2R,3S,5R)-5-(4-amino-5-fluoro-2-oxopyrimidin-1(2H)-yl)-2-(chloromethyl)-2-((isobutyryloxy)-methyl)tetrahydrofuran-3-yl isobutyrate